2-(6-(((1R,3r,5S)-9-azabicyclo[3.3.1]nonan-3-yl)oxy)pyridazin-3-yl)-5-(1H-pyrazol-4-yl)phenol [C@H]12CC(C[C@H](CCC1)N2)OC2=CC=C(N=N2)C2=C(C=C(C=C2)C=2C=NNC2)O